C(COCCOCCS(=O)(=O)C(C(=O)C1=C(C=CCC1(C)C)C)CC)S(=O)(=O)C(C(=O)C1=C(C=CCC1(C)C)C)CC 3'-(3,6-dioxaoctane-1,8-diyl-disulfonyl)bis(1-(2,6,6-trimethylcyclohexa-1,3-dien-1-yl)butan-1-one)